N-((7H-pyrrolo[2,3-d]pyrimidin-2-yl)methyl)-8-fluoro-7-(8-fluoronaphthalen-1-yl)-2-((hexahydro-1H-pyrrolizin-7a-yl)methoxy)pyrido[4,3-d]pyrimidin-4-amine N1=C(N=CC2=C1NC=C2)CNC=2C1=C(N=C(N2)OCC23CCCN3CCC2)C(=C(N=C1)C1=CC=CC2=CC=CC(=C12)F)F